N1(CCCC2=CC=CC=C12)CCN1CC23C(C1=O)C(C(C=C2)O3)C(=O)O 3-[2-(3,4-Dihydro-2H-quinolin-1-yl)-ethyl]-4-oxo-10-oxa-3-aza-tricyclo[5.2.1.0*1,5*]dec-8-ene-6-carboxylic acid